O6-[2-(decalin-2-carbonyloxymethyl)-2-[[6-[(Z)-non-3-enoxy]-6-oxo-hexanoyl]oxymethyl]-3-[4-(2-pyrrolidin-1-ylethylcarbamoyloxy)decanoyloxy]propyl] O1-[(Z)-non-3-enyl] hexanedioate C(CCCCC(=O)OCC(COC(CCC(CCCCCC)OC(NCCN1CCCC1)=O)=O)(COC(CCCCC(=O)OCC\C=C/CCCCC)=O)COC(=O)C1CC2CCCCC2CC1)(=O)OCC\C=C/CCCCC